C(#N)C1=CC2=C(C(=C(O2)C)C(=O)NC2C(CN(CC2)C(=O)OC(C)(C)C)(F)F)C=C1OCC=1C(=NC=CC1)C(F)(F)F tert-butyl 4-(6-cyano-2-methyl-5-((2-(trifluoromethyl)pyridin-3-yl)methoxy)benzofuran-3-carboxamido)-3,3-difluoro-piperidine-1-carboxylate